ClC1=CC(=C(COC2=CC=CC(=N2)N2C[C@@H](N(CC2)CC2=NC3=C(N2CC2=CN=CN2CC)C=CC=C3)C)C=C1)F 2-{[(2S)-4-{6-[(4-Chloro-2-fluorobenzyl)oxy]pyridin-2-yl}-2-methylpiperazin-1-yl]methyl}-1-[(1-ethyl-1H-imidazol-5-yl)methyl]-1H-benzimidazol